CC1=NC(=CC=C1C=1C(=C(C(=CC1)C1=NC(=NC(=N1)C1=CC=CC=C1)C1=CC=CC=C1)C=1C=CC=2N(C3=CC=CC=C3C2C1)C1=CC=CC=C1)C=1C=CC=2N(C3=CC=CC=C3C2C1)C1=CC=CC=C1)C 3,3'-(3-(2,6-dimethylpyridin-3-yl)-6-(4,6-diphenyl-1,3,5-triazin-2-yl)-1,2-phenylene)bis(9-phenyl-9H-carbazole)